CC(C)OCCN(CCC(C(=O)O)NC(=O)C1=CN=NC=C1C(F)(F)F)CCCCC1=NC=2NCCCC2C=C1 4-[2-(1-methylethoxy)ethyl-[4-(5,6,7,8-tetrahydro-1,8-naphthyridin-2-yl)butyl]amino]-2-[[5-(trifluoromethyl)pyridazine-4-carbonyl]amino]butanoic acid